COC1=NN(C(=C1)S(=O)(=O)N1CCC2(CCC(C2)N2CC3(COC3)C2)CC1)C 6-(8-((3-methoxy-1-methyl-1H-pyrazol-5-yl)sulfonyl)-8-azaspiro[4.5]dec-2-yl)-2-oxa-6-azaspiro[3.3]heptane